4-amino-N-(cyclopropylmethyl)-7-fluoro-3-methyl-N-((6-(trifluoromethyl)-3-pyridazinyl)methyl)-3H-pyrazolo[3,4-c]quinoline-8-carboxamide NC1=NC=2C=C(C(=CC2C2=C1N(N=C2)C)C(=O)N(CC=2N=NC(=CC2)C(F)(F)F)CC2CC2)F